CC(C)CC1=NC=CS1 ISOBUTYLTHIAZOLE